ClC1=C(C=CC(=N1)NN1C=C(CC1)C)C(F)(F)F 1-{[6-chloro-5-(trifluoromethyl)(2-pyridyl)]amino}-3-methylazoline